benzyl N-(3,3-dichloro-2-oxo-spiro[3.5]nonan-7-yl)-N-methyl-carbamate ClC1(C(CC12CCC(CC2)N(C(OCC2=CC=CC=C2)=O)C)=O)Cl